O1-tert-butyl O2-methyl (2S,4R)-4-acetoxypyrrolidine-1,2-dicarboxylate C(C)(=O)O[C@@H]1C[C@H](N(C1)C(=O)OC(C)(C)C)C(=O)OC